ClC1=CC=C(C(=N1)C(=O)N[C@H]1[C@H](C1)F)N[C@H](C)C=1C=C(C=C2C(C(=C(OC12)C=1C=NN(C1)C)C)=O)C 6-chloro-3-(((R)-1-(3,6-dimethyl-2-(1-methyl-1H-pyrazol-4-yl)-4-oxo-4H-chromen-8-yl)ethyl)amino)-N-((1R,2S)-2-fluorocyclopropyl)pyridinecarboxamide